COC1=CC=C(C=C1)C(OC[C@@H]1[C@H]([C@H]([C@@H](O1)N1C2=NC=NC(=C2NC1=O)NC(C1=CC=CC=C1)=O)O[Si](C)(C)C(C)(C)C)O)(C1=CC=CC=C1)C1=CC=C(C=C1)OC N-(9-((2R,3R,4R,5R)-5-((bis(4-methoxyphenyl)(phenyl)methoxy)methyl)-3-((tert-butyldimethylsilyl)oxy)-4-hydroxytetrahydrofuran-2-yl)-8-oxo-8,9-dihydro-7H-purin-6-yl)benzamide